C(C)OC(=O)C1=NC(=CC=N1)NCC1=C(C=C(C=C1C)C(=N)OCC)C 6-(4-(ethoxy(imino)methyl)-2,6-dimethylbenzylamino)pyrimidine-2-carboxylic acid ethyl ester